C(#C)C=1SC=C(N1)NC(=O)N[C@@H](CO)C1=CC=C(C=C1)N1C(CCCC1)=O (R)-1-(2-ethynylthiazol-4-yl)-3-(2-hydroxy-1-(4-(2-oxopiperidin-1-yl)phenyl)-ethyl)-urea